(E)-N-(2,4-dimethoxy-6-(4-methoxystyryl)benzyl)-1-(4-methoxyphenyl)methylammonium chloride [Cl-].COC1=C(C[NH2+]CC2=CC=C(C=C2)OC)C(=CC(=C1)OC)\C=C\C1=CC=C(C=C1)OC